3,6-dimethylhexahydrobenzofuran CC1COC=2C1CCC(C2)C